benzyl (3S)-4-[[1-[[1-[2-(2,6-dioxo-3-piperidyl)-1,3-dioxo-isoindolin-5-yl]-4-piperidyl]methyl]-4-fluoro-4-piperidyl]methyl]-3-methyl-piperazine-1-carboxylate O=C1NC(CCC1N1C(C2=CC=C(C=C2C1=O)N1CCC(CC1)CN1CCC(CC1)(F)CN1[C@H](CN(CC1)C(=O)OCC1=CC=CC=C1)C)=O)=O